C(#N)C=1C=C(CNCCC(=O)NCCCNC2=NC3=C(C4=CN=CC=C24)C=CC(=C3)C(=O)N)C=CC1C1CC1 5-((3-(3-((3-cyano-4-cyclopropylbenzyl)amino)propanamido)propyl)amino)benzo[c][2,6]naphthyridine-8-carboxamide